(4-hydroxyphenyl)boronic acid OC1=CC=C(C=C1)B(O)O